5-(((1r,3r)-3-hydroxycyclobutyl)amino)-3-methyl-8-(4-(trifluoromethyl)phenyl)pyrido[4,3-d]pyrimidin-4(3H)-one OC1CC(C1)NC1=NC=C(C=2N=CN(C(C21)=O)C)C2=CC=C(C=C2)C(F)(F)F